O1SCC=CC2=C1C=CC(=C2)C(=O)O benzoxathiepine-7-carboxylic acid